C(C=C)(=O)N1[C@@H](CCCC1)C=1N(C(=C(N1)C1=CC=C(C=C1)C(NC1=NC=CC=C1)=O)C(=O)N)N (S)-2-(1-acryloylpiperidin-2-yl)-1-amino-4-(4-(Pyridin-2-ylcarbamoyl)phenyl)-1H-imidazole-5-carboxamide